C(C)(C)(C)OC(=O)NC1=C(C=C(OC=2SC=C(N2)B(O)O)C=C1)F (2-(4-((tert-butoxycarbonyl)amino)-3-fluorophenoxy)thiazol-4-yl)boronic acid